CC(C)(C)OC(=O)N1CC[C@@H](C1)CC(=O)O (R)-N-boc-3-pyrrolidineacetic acid